COC1=C(C(=CC=C1)OC)C1N(C2=C(N1C)C=CC=C2)C 2-(2,6-dimethoxyphenyl)-1,3-dimethyl-benzimidazole